1-(difluoromethylsulfonyl)-4-methylbenzene FC(S(=O)(=O)C1=CC=C(C=C1)C)F